ClC=1C(=NC(=NC1)NC1=CC=C(C=C1)N1CCC(CC1)N1CCOCC1)C(=O)NC1=C(C=CC=C1C#N)Cl 5-chloro-N-(2-chloro-6-cyanophenyl)-2-((4-(4-morpholinopiperidin-1-yl)phenyl)amino)pyrimidine-4-carboxamide